2,2-diisopropylpropane-1,3-diylbis(pyrrolidine-1-carboxylate) C(C)(C)C(CC1N(CCC1)C(=O)[O-])(CC1N(CCC1)C(=O)[O-])C(C)C